CC1=NC2=CC=C(C=C2C(=C1)C=1C=C2CCN(CC2=CC1)C(C)=O)C(=O)N1CCOCC1 1-(6-(2-methyl-6-(morpholine-4-carbonyl)quinolin-4-yl)-3,4-dihydroisoquinolin-2(1H)-yl)ethan-1-one